3-(6-(((4-(((adamantan-1-yl)amino)methyl)thiazol-2-yl)methyl)thio)-1-oxoisoindolin-2-yl)piperidine-2,6-dione C12(CC3CC(CC(C1)C3)C2)NCC=2N=C(SC2)CSC2=CC=C3CN(C(C3=C2)=O)C2C(NC(CC2)=O)=O